N-(2-chloro-4-fluoro-3-((5-fluoro-3-methyl-4-oxo-3,4-dihydroquinazolin-6-yl)oxy)phenyl)-3-fluoroazetidine-1-sulfonamide ClC1=C(C=CC(=C1OC=1C(=C2C(N(C=NC2=CC1)C)=O)F)F)NS(=O)(=O)N1CC(C1)F